7,8-dimethyl-3-(4-(trifluoromethyl)benzoyl)-2,3,4,5-tetrahydro-1H-benzo[d]azepine-6,9-dione CC=1C(C2=C(CCN(CC2)C(C2=CC=C(C=C2)C(F)(F)F)=O)C(C1C)=O)=O